COCCN1CCN(CC1)CC1=CC(=NC=C1)NC=1SC2=NC(=CC=C2N1)C=1C=NNC1 N-(4-((4-(2-methoxyethyl)-piperazin-1-yl)methyl)-pyridin-2-yl)-5-(1H-pyrazol-4-yl)thiazolo-[5,4-b]pyridin-2-amine